C[Pt+](C)C trimethyl-platinum (IV)